6-(4-amino-2,3,5-trifluoro-phenyl)-2-((4-(dimethylamino)cyclohexyl)amino)-8-isopropyl-pyrido[2,3-d]pyrimidin-7-one NC1=C(C(=C(C=C1F)C1=CC2=C(N=C(N=C2)NC2CCC(CC2)N(C)C)N(C1=O)C(C)C)F)F